ClC1=CC(=NC(=C1)Cl)C(C)=O 1-(4,6-dichloropyridin-2-yl)ethanone